BrC1=CC(=C(C=C1F)C(F)(F)F)F 4-bromo-2,5-difluorobenzotrifluoride